(Z)-5-benzylidene-3-(2-methylbenzyl)oxazolidine-2,4-dione C(/C1=CC=CC=C1)=C/1\C(N(C(O1)=O)CC1=C(C=CC=C1)C)=O